C(CCC)OC(=O)C1CC12C(CCCC2)(F)F 4,4-Difluorospiro[2.5]octane-1-carboxylic acid butyl ester